N-(4-(2-(Difluoromethoxy)ethyl)-5-(pyridazin-4-yl)-1H-pyrazol-3-yl)-3-(3,4,5-trifluorophenyl)propenamide FC(OCCC=1C(=NNC1C1=CN=NC=C1)NC(C=CC1=CC(=C(C(=C1)F)F)F)=O)F